ClC1=C(C=CC(=C1)Cl)CC(N)=S 2-(2,4-dichlorophenyl)ethanethioamide